C(#N)C1=CC(=C(O[C@@H]2[C@@](CN(C2)S(=O)(=O)C2=C(C#N)C=C(C=C2)C(F)(F)F)(CO)O)C=C1)C 2-(((3R,4S)-4-(4-cyano-2-methylphenoxy)-3-hydroxy-3-(hydroxymethyl)pyrrolidin-1-yl)sulfonyl)-5-(trifluoromethyl)benzonitrile